C(C)(C)(C)OC(=O)N1CCC(CC1)(C#CC1=CC(=C2C(=N1)C(=CS2)C(NC)=O)C(F)(F)F)O 4-hydroxy-4-[2-[3-(methylcarbamoyl)-7-(trifluoromethyl)thieno[3,2-b]pyridin-5-yl]ethynyl]piperidine-1-carboxylic acid tert-butyl ester